C(C)(C)(C)OC(=O)N[C@H](C(=O)OC(C)(C)C)CCNC(=O)OC1=C(C=C(C2=CC=CC=C12)NS(=O)(=O)C1=CC=C(C=C1)OC)C1=C(C=CC2=CC=CC=C12)O tert-butyl (2s)-2-((tert-butoxycarbonyl)amino)-4-((((2-hydroxy-4'-((4-methoxyphenyl)sulfonamido)-[1,2'-binaphthalen]-1'-yl)oxy)carbonyl)amino)butanoate